OCCOCCCNC1=NC(=NC=C1C=O)SC 4-[3-(2-hydroxyethoxy)propylamino]-2-methylsulfanyl-pyrimidine-5-carbaldehyde